3-butenyl-di(2-propynyl)phosphinic acid C(CC=C)OP(=O)(CC#C)CC#C